C(N)(OCC1=CC=C(C=C1)C=1N=C2SC3=C(N2C1)C=CC(=C3)C(NCCCN3CCCCC3)=O)=O (4-(7-((3-(piperidin-1-yl) propyl) carbamoyl) benzo[d]imidazo[2,1-b]thiazol-2-yl) benzyl) carbamate